NCCNC(C)=O N-(2-aminoethyl)acetamide